(fluoro(2-(((3S,6S,9aS)-5-oxo-3-(3-(6-oxopyrimidin-1(6H)-yl)azetidine-1-carbonyl)octahydro-1H-pyrrolo[1,2-a]azepin-6-yl)carbamoyl)benzo[b]thiophen-5-yl)methyl)phosphonic acid FC(C1=CC2=C(SC(=C2)C(N[C@H]2CCC[C@@H]3N(C2=O)[C@@H](CC3)C(=O)N3CC(C3)N3C=NC=CC3=O)=O)C=C1)P(O)(O)=O